(R)-1-(3-(3-(2-cyano-3-(diethylamino)-3-oxoprop-1-enyl)phenoxy)propanamido)-2-phenylethyl-boronic acid C(#N)C(=CC=1C=C(OCCC(=O)N[C@@H](CC2=CC=CC=C2)B(O)O)C=CC1)C(=O)N(CC)CC